(S)-3-(benzoylaminomethyl)-5-methylhexanoic acid diethylaminoethyl ester hydrochloride Cl.C(C)N(CC)CCOC(C[C@H](CC(C)C)CNC(C1=CC=CC=C1)=O)=O